COC(=O)C=1C=CC2=C(N(C(=N2)CN2C(CN(CC2)C2=C(C(=CC=C2)F)OCC2=CC=C(C=3C=C(OC32)F)Cl)=O)C[C@H]3OCC3)C1 (S)-2-((4-(2-((4-chloro-2-fluorobenzofuran-7-yl)methoxy)-3-fluorophenyl)-2-oxopiperazine-1-yl)methyl)-1-(oxetan-2-ylmethyl)-1H-benzo[d]imidazole-6-carboxylic acid methyl ester